BrCC=1OC(=C(N1)C)CO[Si](C)(C)C(C)(C)C (bromomethyl)-5-(((tert-butyldimethylsilyl)oxy)methyl)-4-methyloxazole